[N+](=O)([O-])CC(C=1SC=CC1)C1=C(NC2=CC=CC=C12)C1=C(C=CC=C1)S(=O)(=O)F 2-(3-(2-nitro-1-(thiophen-2-yl)ethyl)-1H-indol-2-yl)benzenesulfonyl fluoride